OC1(CN(CC1)C1=CC=C2C(=N1)OC(C=C2C2=C(C=CC=C2)C)=O)C 7-(3-hydroxy-3-methylpyrrolidin-1-yl)-4-(o-tolyl)-2H-pyrano[2,3-b]pyridin-2-one